(Z)-2-cyano-N-(4-(N-(2-(dimethylamino)ethyl)-N-methylsulfamoyl)phenyl)-3-hydroxy-3-(5-methylisoxazol-4-yl)acryl-amide C(#N)/C(/C(=O)NC1=CC=C(C=C1)S(N(C)CCN(C)C)(=O)=O)=C(\C=1C=NOC1C)/O